2-[2-(4-bromo-2-methyl-pyrazol-3-yl)oxyethoxy]propoxy-tert-butyl-dimethyl-silane BrC1=C(N(N=C1)C)OCCOC(CO[Si](C)(C)C(C)(C)C)C